C(#N)C1=CC(=NC=C1)N1C=C(C2=C1N=CN=C2N2C[C@H](N(CC2)C(=O)OC(C)(C)C)C)C2=CC=CC=C2 tert-butyl (R)-4-(7-(4-cyanopyridin-2-yl)-5-phenyl-7H-pyrrolo[2,3-d]pyrimidin-4-yl)-2-methylpiperazine-1-carboxylate